FC=1C=C(C=CC1OC1=CC=NC2=CC(=CN=C12)OC)NC(=O)C=1C=NC(=C(C1O)C1=CC(=C(C=C1)OC)C)C N-[3-fluoro-4-[(7-methoxy-1,5-naphthyridin-4-yl)oxy]phenyl]-4-hydroxy-5-(4-methoxy-3-methylphenyl)-6-methylpyridine-3-carboxamide